ClC1=C(C(=CC=C1)Cl)COC=1C=CC(=NC1)N1C(N[C@@H](C1)CO)=O (4S)-1-{5-[(2,6-dichlorophenyl)methoxy]pyridin-2-yl}-4-(hydroxymethyl)imidazolin-2-one